6-(4-(3-((7-Chloro-4-oxo-3,4-dihydrophthalazin-1-yl)methyl)benzoyl)piperazin-1-yl)nicotinonitrile ClC1=CC=C2C(NN=C(C2=C1)CC=1C=C(C(=O)N2CCN(CC2)C2=NC=C(C#N)C=C2)C=CC1)=O